2-chloro-N-[[(4-methoxy-6-methyl-1,3,5-triazin-2-yl)amino]carbonyl]benzenesulfonamide ClC1=C(C=CC=C1)S(=O)(=O)NC(=O)NC1=NC(=NC(=N1)OC)C